(E)-3-(3,5-difluoro-4-((1S,3S)-2-(2-fluoro-2-methylpropyl)-6-hydroxy-3-methyl-2,3,4,9-tetrahydro-1H-pyrido[3,4-b]Indol-1-yl)phenyl)acrylic acid FC=1C=C(C=C(C1[C@@H]1N([C@H](CC2=C1NC1=CC=C(C=C21)O)C)CC(C)(C)F)F)/C=C/C(=O)O